O1C(OCC1)C1CN(CC1)C=1C=CC(=C(C1)N1C(NC(CC1)=O)=O)F 1-(5-(3-(1,3-dioxolan-2-yl)pyrrolidin-1-yl)-2-fluorophenyl)dihydropyrimidine-2,4(1H,3H)-dione